6-amino-2-chloro-7-(3-hydroxy-2,6-dimethyl-phenyl)pyrrolo[2,3-d]pyrimidine-5-carbonitrile NC1=C(C2=C(N=C(N=C2)Cl)N1C1=C(C(=CC=C1C)O)C)C#N